8-hydroxy-5-{2-hydroxy-1-[3-(3-isopentylaminophenyl)propylamino]ethyl}-(1H)-quinolin-2-one hydrochloride Cl.OC=1C=CC(=C2C=CC(NC12)=O)C(CO)NCCCC1=CC(=CC=C1)NCCC(C)C